FC1=CC=C(C=C1)C1=NC(=NC(=C1)C(C)C)N(S(=O)(=O)C)C 4-(4-fluorophenyl)-6-isopropyl-2-(N-methyl-N-methylsulfonylamino)-pyrimidine